C(#N)C=1C=CC2=CN(N=C2C1OC1CN(C1)CC(=O)O)CC1=C2C=CNC2=C(C=C1OC)C 2-(3-((6-cyano-2-((5-methoxy-7-methyl-1H-indol-4-yl)methyl)-2H-indazol-7-yl)oxy)azetidin-1-yl)acetic acid